3,3-difluoro-1-(1,3,4-thiadiazol-2-yl)cyclobutan-1-amine FC1(CC(C1)(N)C=1SC=NN1)F